FC=1C=C(C=CC1)[C@@H]1N(OCC1)C1=CC(=NC=N1)NC=1C(=CC(=C(C1)NC(C=C)=O)N1CCC(CC1)N1[C@@H]2CN([C@H](C1)C2)C)OC N-(5-((6-((R)-3-(3-fluorophenyl)isoxazolidine-2-yl)pyrimidine-4-yl)amino)-4-methoxy-2-(4-((1S,4S)-5-methyl-2,5-diazabicyclo[2.2.1]heptane-2-yl)piperidine-1-yl)phenyl)acrylamide